C1=NC=C2C(N=CC=C21)=O 4H-pyrrolo[3,4-c]pyridin-4-one